2-bromo-7-(2-(2-methoxyethoxy)ethoxy)-9,9-dioctyl-9H-fluorene BrC1=CC=2C(C3=CC(=CC=C3C2C=C1)OCCOCCOC)(CCCCCCCC)CCCCCCCC